C(C)(=O)[O-].C(C)(=O)[O-].[Ca+2].[Na+].[Na+].C(#N)C=1C(=NC=2C=C3C(=CC2C1)OCCO3)SCC(=O)NC3=CC(=NN3C)C 2-((8-cyano-2,3-dihydro-[1,4]dioxino[2,3-g]quinolin-7-yl)thio)-N-(1,3-dimethyl-1H-pyrazol-5-yl)acetamide disodium calcium diacetate